7'-(5-isopropyl-2-methoxyphenyl)-2'-oxo-2',4'-dihydro-1'H-spiro[pyrrolidine-3,3'-quinoline]-1-nitrile C(C)(C)C=1C=CC(=C(C1)C1=CC=C2CC3(C(NC2=C1)=O)CN(CC3)C#N)OC